C(C)OCC(C)N1N=CC(=C1)NC1=NC(=NC=C1)C1=CC=C(C=C1)N1C(NCC1)=O 1-(4-(4-((1-(1-ethoxypropan-2-yl)-1H-pyrazol-4-yl)amino)pyrimidin-2-yl)phenyl)imidazolidin-2-one